2-(6-{5-chloro-2-[(oxacyclohex-4-yl)amino]pyrimidin-4-yl}-1-oxo-2,3-dihydro-1H-isoindol-2-yl)-N-(2-hydroxy-1-phenylpropyl)-acetamide ClC=1C(=NC(=NC1)NC1CCOCC1)C1=CC=C2CN(C(C2=C1)=O)CC(=O)NC(C(C)O)C1=CC=CC=C1